C(CC)N1C(C(C(C2=CC(=CC=C12)C=1N=NN(C1)CC1=C(C=C(C=C1)C(F)(F)F)F)=O)O)=O 1-propyl-6-(1-(2-fluoro-4-(trifluoromethyl)benzyl)-1H-1,2,3-triazol-4-yl)-3-hydroxyquinoline-2,4(1H,3H)-dione